CC1=C(N(N=C1C1CC(CC1)O[Si](C1=CC=CC=C1)(C1=CC=CC=C1)C(C)(C)C)C(C)(C)C)N 4-methyl-2-(2-methylpropan-2-yl)-5-(3-{[(2-methylpropan-2-yl)diphenylsilyl]oxy}cyclopentyl)pyrazol-3-amine